BrC=1C(=NC=CC1N)F 3-bromo-2-fluoropyridin-4-amine